methyl 4-methyl-3-oxo-3,4-dihydropyrazine-2-carboxylate CN1C(C(=NC=C1)C(=O)OC)=O